N1CC(C1)[C@@H](C)OC=1C=NC=C(C1C1=CC(=NN1)NC=1N=CC(=NC1)C#N)OC 5-[(5-{3-[(1R)-1-(azetidin-3-yl)ethoxy]-5-methoxypyridin-4-yl}-1H-pyrazol-3-yl)amino]pyrazine-2-carbonitrile